C(C)N(C(=O)C1=CC2=NC=CC=C2N1)CCO N-ethyl-N-(2-hydroxyethyl)-1H-pyrrolo[3,2-b]pyridine-2-carboxamide